8-((3-bromophenyl)sulfonyl)-3-hydroxyquinazoline-2,4(1H,3H)-dione BrC=1C=C(C=CC1)S(=O)(=O)C=1C=CC=C2C(N(C(NC12)=O)O)=O